ClC1=C(C=C(C=C1)F)N=C(N)C1=C(C=2N(N=C1)C=C(C2)C=2C(=NN(C2C)C2OCCCC2)C)N[C@H]2C[C@H](CC2)NC(OC(C)(C)C)=O tert-butyl N-[(1S,3R)-3-[[3-[N'-(2-chloro-5-fluoro-phenyl)carbamimidoyl]-6-(3,5-dimethyl-1-tetrahydropyran-2-yl-pyrazol-4-yl)pyrrolo[1,2-b]pyridazin-4-yl]amino]cyclopentyl]carbamate